3-fluoro-5-(((1S,2aR)-1,3,3,4,4-pentafluoro-2a-hydroxy-2,2a,3,4-tetrahydro-1H-cyclopenta[cd]inden-7-yl)oxy)benzonitrile FC=1C=C(C#N)C=C(C1)OC1=CC=C2C=3[C@](C[C@@H](C13)F)(C(C2(F)F)(F)F)O